C(C)(C)(C)OC(=O)N[C@H]1CS(C2=C(N(C1=O)CC1=CC=C(C=C1)Cl)C=C(C(=C2)F)C2=NOC(=N2)C[N+](C)(C)[O-])(=O)=O 1-[3-[(3R)-3-(tert-butoxycarbonylamino)-5-[(4-chlorophenyl)methyl]-8-fluoro-1,1,4-trioxo-2,3-dihydro-1λ6,5-benzothiazepin-7-yl]-1,2,4-oxadiazol-5-yl]-N,N-dimethyl-methanamine oxide